CC1C(OC(C(S1)C)=O)=O 3,5-dimethyl-1,4-oxathiane-2,6-dione